FC1(CCN(CCC1)C1=NC=2C=C3C(=CC2C=C1C(=O)NC1=CC(=CC=C1)S(N)(=O)=O)OCO3)F 6-(4,4-difluoroazepan-1-yl)-N-(3-sulfamoylphenyl)-[1,3]dioxolo[4,5-g]quinoline-7-carboxamide